FC1=C(C=CC(=N1)C(CN1C[C@@H]2[C@H](C1)CC(C2)OC2=CC=C(C#N)C=C2)O)O rac-4-(((3aR,5s,6aS)-2-(2-(6-fluoro-5-hydroxypyridin-2-yl)-2-hydroxyethyl)octahydrocyclopenta[c]pyrrol-5-yl)oxy)benzonitrile